CC1=CC=NC=C1C=1N=CC2=CC(=NC=C2C1)NC 4-methyl-5-(7-(methylamino)-2,6-naphthyridin-3-yl)pyridin